C(#N)C=1C=CC(=C2C=CC=NC12)N1C[C@@]2(C[C@@]2(C1)C(F)(F)F)C1=NN=C(O1)C=1CN(CC1)C(=O)OC(C)(C)C tert-butyl 3-(5-((1S,5R)-3-(8-cyanoquinolin-5-yl)-5-(trifluoromethyl)-3-azabicyclo[3.1.0]hexan-1-yl)-1,3,4-oxadiazol-2-yl)-2,5-dihydro-1H-pyrrole-1-carboxylate